CC(C)(C)[S@](=O)N[C@@H](C(F)(F)F)C1=CC(=C(C=C1)C(F)(F)F)C (S)-2-methyl-N-((R)-2,2,2-trifluoro-1-(3-methyl-4-(trifluoromethyl)phenyl)ethyl)propane-2-sulfinamide